N'-(imino(pyridin-2-yl)methyl)furan-2-carbohydrazide N=C(NNC(=O)C=1OC=CC1)C1=NC=CC=C1